(1-(4-cyclobutyl-2-ethyl-5-(5-ethyl-4H-1,2,4-triazol-3-yl)benzoyl)piperidin-4-yl)benzonitrile C1(CCC1)C1=CC(=C(C(=O)N2CCC(CC2)C2=C(C#N)C=CC=C2)C=C1C1=NN=C(N1)CC)CC